FC1=CC=C(C=C1)C(N(NC([C@H](C)NC(C1=NC=CC(=C1O)OC)=O)=O)C)C1=CC=C(C=C1)F (S)-N-(1-(2-(bis(4-fluorophenyl)methyl)-2-methylhydrazineyl)-1-oxopropan-2-yl)-3-hydroxy-4-methoxypicolinamide